5-((1S,2R,5R)-2-(2-Chloro-3-fluorophenyl)-6,6-difluoro-3-azabicyclo[3.1.0]hexan-3-yl)-4-methyl-N-((R,E)-4-(methylsulfonyl)but-3-en-2-yl)pyrimidine-2-carboxamide ClC1=C(C=CC=C1F)[C@H]1[C@H]2C([C@H]2CN1C=1C(=NC(=NC1)C(=O)N[C@H](C)\C=C\S(=O)(=O)C)C)(F)F